p-chloro-N-(2-formylphenyl)formamide ClC1=CC(=C(C=C1)NC=O)C=O